C(=CC)N1CCC(CC1)N1N=C(C2=CNC=3N=CN=C1C32)NC3=CC=C(C(=O)NC2=NC=CC=C2)C=C3 4-((5-(1-Propenylpiperidin-4-yl)-1,5-dihydro-1,4,5,6,8-pentazaacenaphthylen-3-yl)amino)-N-(pyridin-2-yl)benzamide